C(C)(C)[C@H]1CO[C@@]23CC[C@@H](C[C@H]3CCC(N21)=O)NC2=CC=C(C=C2)C(F)(F)F (3S,7aR,9S,11aR)-3-isopropyl-9-[4-(trifluoromethyl)anilino]-3,6,7,7a,8,9,10,11-octahydro-2H-oxazolo[2,3-j]quinolin-5-one